N-Iodoamide I[NH-]